C(C)OC1=NC=C(C(=C1)N1C(N(C2=C1C=CC(=C2)C(=O)NC2(CS(C2)(=O)=O)C)[C@H](C)C(C)(C)O)=O)F (R)-1-(2-ethoxy-5-fluoropyridin-4-yl)-3-(3-hydroxy-3-methylbutan-2-yl)-N-(3-methyl-1,1-dioxothietan-3-yl)-2-oxo-2,3-dihydro-1H-benzo[d]imidazole-5-carboxamide